COC(C1=C(C=C(C=C1)[N+](=O)[O-])NCC1(CC1)CC#N)=O (((1-(cyanomethyl)cyclopropyl)methyl)amino)-4-nitrobenzoic acid methyl ester